bis[(4-methoxyphenyl) methyl] diselenide COC1=CC=C(C=C1)C[Se][Se]CC1=CC=C(C=C1)OC